FC=1C(=CC(=C(C(=O)NC2=C(C=CC=C2C)F)C1)O[C@@H](CN1CCCC1)C)N1N=C2COCCN2C1=O |r| rac-5-Fluoro-N-(2-fluoro-6-methylphenyl)-4-(3-oxo-5,6-dihydro-3H-[1,2,4]triazolo[3,4-c][1,4]-oxazin-2(8H)-yl)-2-{[1-(pyrrolidin-1-yl)propan-2-yl]oxy}benzamid